NC1=CC=CC(=N1)N1C2C(CC1)CN(C2)C(=O)OC(C)(C)C tert-butyl 1-(6-aminopyridin-2-yl)hexahydropyrrolo[3,4-b]pyrrole-5(1H)-carboxylate